3-(1,3-dithian-2-yl)-4-(3-methoxyphenyl)-1-phenyl-1H-pyrazole S1C(SCCC1)C1=NN(C=C1C1=CC(=CC=C1)OC)C1=CC=CC=C1